COC=1C=C(CCN=C=C(C(=O)OC(C)(C)C)C2=CC=CC=C2)C=CC1OC tert-butyl 3-((3,4-dimethoxyphenethyl) imino)-2-phenylacrylate